ClC=1C=C2C(=C3C4(NC(NC13)=O)CCCCC4)OC(=C2)CN2CCN(CC2)CC=2OC=CC2 5'-chloro-2'-{[4-(furan-2-ylmethyl)piperazin-1-yl]methyl}-7',8'-dihydro-6'H-spiro[cyclohexane-1,9'-furo[2,3-f]quinazoline]-7'-one